ClC1=C(C(=C(N=N1)S(=O)C1=C(C(=CC=C1)C1CC1)F)C(=O)NCC(F)(F)C1=C(C=C(C=C1)C)Cl)C 6-Chloro-N-[2-(2-chloro-4-methylphenyl)-2,2-difluoroethyl]-3-[(3-cyclopropyl-2-fluorophenyl)sulfinyl]-5-methylpyridazine-4-carboxamide